C(C)OC(=O)C1=C(C2=C(S1)C=CC=C2F)COC2=C(C=C(C=C2F)C(N)=O)F 3-((4-carbamoyl-2,6-difluorophenoxy)methyl)-4-fluorobenzo[b]thiophene-2-carboxylic acid ethyl ester